C1(CC1)CC1=NN=C(O1)[C@@H]1C([C@H]1C1=CC=C(C=C1)S(=O)(=O)N)(C)C 4-{(1S,3S)-3-[5-(cyclopropylmethyl)-1,3,4-oxadiazol-2-yl]-2,2-dimethylcyclopropyl}benzenesulfonamide